FC(CN1CC(C1)C=1N=C2N(C=C(C(=C2)OCC)C(=O)NC2=NC(=CC=C2)C(F)F)C1)F 2-[1-(2,2-difluoroethyl)azetidin-3-yl]-N-[6-(difluoromethyl)-2-pyridinyl]-7-ethoxy-imidazo[1,2-a]pyridine-6-carboxamide